(9-phenanthryl)trihydroxysilane C1=CC=CC=2C3=CC=CC=C3C(=CC12)[Si](O)(O)O